(S)-5-(cyclohex-1-en-1-yl)-2,3-dimethyl-7-(2-(1-methyl-1H-pyrazol-4-yl)morpholino)pyrido[4,3-d]Pyrimidin-4(3H)-one C1(=CCCCC1)C1=NC(=CC=2N=C(N(C(C21)=O)C)C)N2C[C@@H](OCC2)C=2C=NN(C2)C